C(C1=CC=CC=C1)OC=1C=C(C(=O)OC)C=C(C1OCC1=CC=CC=C1)O methyl 3,4-bis(benzyloxy)-5-hydroxybenzoate